FC(OC1=CC=CC(=N1)CO)F [6-(difluoro-methoxy)-pyridin-2-yl]-methanol